CSC(C(=O)N1C(CCCC1)C1=NC(=NO1)C1=CC=CC=C1)C 2-(methylsulfanyl)-1-(2-(3-phenyl-1,2,4-oxadiazol-5-yl)piperidin-1-yl)propan-1-one